COCCNCC1CN(C1)C(=O)C1=CC2=CC=CC(=C2C=C1)OC1=CC=C(C=C1)C(F)(F)F (3-(((2-Methoxyethyl)amino)methyl)azetidin-1-yl)(5-(4-(trifluoromethyl)-phenoxy)naphthalen-2-yl)methanone